F[C@@]1([C@@H](O[C@@H]([C@H]1O)CO)N1C=NC=2C(=O)NC(NCC(C)C)=NC12)O 2'-Fluoro-N2-isobutyl-guanosine